5-(4-fluorophenyl)-6-methylpyridazine-3-carboxamide FC1=CC=C(C=C1)C=1C=C(N=NC1C)C(=O)N